CC=1N=NC=C(C1[C@H](C)OC=1C=C2C(=NNC2=CC1)C=1C=CC(=NC1)N1CC2(C1)CS(CC2)(=O)=O)C 2-[5-[5-[(1S)-1-(3,5-Dimethylpyridazin-4-yl)ethoxy]-1H-indazol-3-yl]-2-pyridyl]-6λ6-thia-2-azaspiro[3.4]octane 6,6-dioxide